C(C=C)OC(COC=1C=CC(=C2C=CC=NC12)Cl)=O (5-Chloro-8-quinolinoxy)acetic acid allyl ester